ClC=1C(=C(C=CC1)[C@H](C)OC=1C2=C(N=CN1)C=CC(=N2)O[C@@H]2CNCC2)F 4-[(1S)-1-(3-chloro-2-fluoro-phenyl)ethoxy]-6-[(3S)-pyrrolidin-3-yl]oxy-pyrido[3,2-d]pyrimidine